CC1(CCN(CC1)CC1=C(C=C(C=C1)N1CC(NC2(C1)CCN(CC2)C(=O)OCCCC)=O)F)C Butyl 4-(4-((4,4-dimethylpiperidin-1-yl)methyl)-3-fluorophenyl)-2-oxo-1,4,9-triazaspiro[5.5]undecane-9-carboxylate